C(C)(C)C1=CC(=NN1)C(=O)NCC1=CC=C(C=C1)C1=NC=CC=C1 5-Isopropyl-N-(4-(pyridin-2-yl)benzyl)-1H-pyrazole-3-carboxamide